FC=1C=2C=3C=C4C(NN=C4C4=CC=C5CC(N(CCOCCOC(=CC1)C2)CC5=C4)C(=O)O)=CN3 10-fluoro-14,17-dioxa-3,4,20,30-tetraazahexacyclo[18.5.3.25,8.19,13.02,6.023,27]hentriaconta-1(25),2,5(31),6,8(30),9(29),10,12,23,26-decaene-21-carboxylic acid